2-cyano-N-(4-(((2R,5S)-3-(4-cyano-3-(trifluoromethyl)phenyl)-2-(trifluoromethyl)oxazolidin-5-yl)methoxy)phenyl)acetamide C(#N)CC(=O)NC1=CC=C(C=C1)OC[C@@H]1CN([C@H](O1)C(F)(F)F)C1=CC(=C(C=C1)C#N)C(F)(F)F